α,α'-dimethoxy-1,3-diisopropylbenzene COC(C)(C)C1=CC(=CC=C1)C(C)(C)OC